(S)-5-chloroisoindoline-1-carboxylic acid ClC=1C=C2CN[C@@H](C2=CC1)C(=O)O